M-TRIFLUORoMETHYLPHENOL FC(C=1C=C(C=CC1)O)(F)F